FC=1C=C(OC2=CC=C(C(=O)Cl)C=C2)C=C(C1)OCC=1C=NC(=NC1)C 4-(3-fluoro-5-((2-methylpyrimidin-5-yl)methoxy)phenoxy)benzoyl chloride